bis-(2-hydroxyethyl)propionic acid OCCC(C(=O)O)(C)CCO